tert-butyl-3-((2-formyl-3,5-bis(tosyloxy)phenoxy)methyl)-1H-pyrazole-1-carboxylate C(C)(C)(C)OC(=O)N1N=C(C=C1)COC1=C(C(=CC(=C1)OS(=O)(=O)C1=CC=C(C)C=C1)OS(=O)(=O)C1=CC=C(C)C=C1)C=O